3-(3-methyl-1,2,3,5,6,7-hexahydrodicyclopenta[b,e]pyridin-8-yl)urea CC1CCC=2C1=NC1=C(C2NC(N)=O)CCC1